1-(azetidin-3-yl)-3-[2-(1-cyclopropyl-4,6-difluoro-1,3-benzodiazol-5-yl)ethynyl]-5-(methylamino)pyrazole-4-carboxamide hydrochloride Cl.N1CC(C1)N1N=C(C(=C1NC)C(=O)N)C#CC1=C(C2=C(N(C=N2)C2CC2)C=C1F)F